C(CCC)NCCCC.P(=O)(OCCCCCCC)(O)O 6-methyl-1-hexyl phosphate dibutylamine salt